7,7'-(2-bromo-5-isopropyl-1,3-phenylene)bis(7H-dibenzo[b,g]carbazole) BrC1=C(C=C(C=C1N1C2=CC=C3C(=C2C=2C=C4C(=CC12)C=CC=C4)C=CC=C3)C(C)C)N3C4=CC=C1C(=C4C=4C=C2C(=CC34)C=CC=C2)C=CC=C1